OC(CO)C1=C(C(C(O1)=O)O)O 5-(1,2-dihydroxyethyl)-3,4-dihydroxyfuran-2-one